4-Chloro-8-((2-methyl-2,7-diazaspiro[3.5]nonan-7-yl)methyl)-5-(2,2,2-trifluoroethyl)-5H-pyrido[4',3':4,5]pyrrolo[3,2-d]pyrimidine ClC=1C2=C(N=CN1)C1=C(N2CC(F)(F)F)C=NC(=C1)CN1CCC2(CN(C2)C)CC1